C(C)C(N(C=1OC(=NN1)C1=C(C=CC=C1)NC1=CC=C(C=C1)C(F)(F)F)C)C(=O)O[C@@H]1[C@H](CCC1)[C@@H]1N2C(C3=CC(=CC=C13)F)=CN=C2 (1S,2R)-2-[(5S)-8-fluoro-5H-imidazo[4,3-a]isoindol-5-yl]cyclopentan-1-ol ethyl-N-methyl-N-(5-(2-((4-(trifluoromethyl)phenyl)amino)phenyl)-1,3,4-oxadiazol-2-yl)glycinate